N[C@@H]1CN(CC[C@H]1F)C1=NC2=C(N1CC(=O)N(C)C)C=CC(=C2)OC 2-(2-((3R,4R)-3-Amino-4-fluoropiperidin-1-yl)-5-methoxy-1H-benzo[d]imidazol-1-yl)-N,N-dimethylacetamid